C(C)(C)(C)OC(NC1(CC1)[C@H](CC=1C=C2C=NN(C2=CC1)C1OCCCC1)N)=O (1-((1S)-1-amino-2-(1-(tetrahydro-2H-pyran-2-yl)-1H-indazol-5-yl)ethyl)cyclopropyl)carbamic acid tert-butyl ester